N[C@@H]1C[C@H](N(C1)C(=O)C=1N=C2N(C=C(C=C2)Cl)C1)C=1SC=C(N1)C(=O)NCC1=NNC2=CC=C(C=C12)Cl 2-((2S,4R)-4-amino-1-(6-chloroimidazo[1,2-a]pyridine-2-carbonyl)pyrrolidin-2-yl)-N-((5-chloro-1H-indazol-3-yl)methyl)thiazole-4-carboxamide